butanediol methylpropionate CC(C(=O)OC(CCC)O)C